OC1=C(C(=CC(=C1)C(F)(F)F)C)C=1C=CC=2C(N1)=NN(N2)[C@@H]2CCC(N(C2)C)=O (R)-5-(5-(2-hydroxy-6-methyl-4-(trifluoromethyl)phenyl)-2H-[1,2,3]triazolo[4,5-b]pyridin-2-yl)-1-methylpiperidin-2-one